BrC1=CC=C(C=C1)C1=CC=C(C=C1)C1=CC=CC2=C1SC1=C2C=CC=C1 4-(4'-bromo-4,1'-biphenyl-1-yl)dibenzothiophene